N1=C(C=CC=C1)NN1N=CC(=C1)C(=O)N [(pyridin-2-yl)amino]-1H-pyrazole-4-carboxamide